2-(((6-chloro-2-(2-((5-chloro-6-(trifluoromethyl)pyridin-2-yl)amino)ethyl)-2,3,4,9-tetrahydro-1H-pyrido[3,4-b]indol-1-yl)methyl)amino)acetamide triformate C(=O)O.C(=O)O.C(=O)O.ClC=1C=C2C3=C(NC2=CC1)C(N(CC3)CCNC3=NC(=C(C=C3)Cl)C(F)(F)F)CNCC(=O)N